N-((R)-2-ethoxy-1-(4-(ethylsulfonyl)phenyl)ethyl)thiazole-5-carboxamide C(C)OC[C@@H](C1=CC=C(C=C1)S(=O)(=O)CC)NC(=O)C1=CN=CS1